BrCC(=O)C1=CN=C(S1)C1(CN(CC1)C(=O)OC(C)(C)C)F tert-butyl 3-(5-(2-bromoacetyl)thiazol-2-yl)-3-fluoropyrrolidine-1-carboxylate